7-benzyl-8-(2-chlorophenoxy)-1-(3-hydroxypropyl)-3-methyl-1H-purine-2,6(3H,7H)-dione C(C1=CC=CC=C1)N1C(=NC=2N(C(N(C(C12)=O)CCCO)=O)C)OC1=C(C=CC=C1)Cl